C(C)(CC)NC(=CC(C)=O)C 4-(sec-butylamino)-3-penten-2-one